UNDECEN-3-OL C=CC(CCCCCCCC)O